C(C)(C)C1=NN(C=N1)C1=NC(=NC=C1)SC 4-(3-isopropyl-1,2,4-triazol-1-yl)-2-methylsulfanyl-pyrimidine